tert-butyl (2R,5S)-4-(7-bromo-8-fluoro-2-(((2R,7aS)-2-fluorotetrahydro-1H-pyrrolizin-7a(5H)-yl)methoxy)-6-methoxyquinazolin-4-yl)-2,5-dimethylpiperazine-1-carboxylate BrC1=C(C=C2C(=NC(=NC2=C1F)OC[C@]12CCCN2C[C@@H](C1)F)N1C[C@H](N(C[C@@H]1C)C(=O)OC(C)(C)C)C)OC